ClC1=NC=C(C(=N1)C=1C=C2C(CN(C(C2=CC1)=O)C)(C)C)F 6-(2-chloro-5-fluoropyrimidin-4-yl)-2,4,4-trimethyl-3,4-dihydroisoquinolin-1(2H)-one